(+)-cis-(1S,2R)-2-octylcyclopropanecarboxylic acid C(CCCCCCC)[C@H]1[C@H](C1)C(=O)O